N-(6-methoxypyridin-3-yl)acetamide COC1=CC=C(C=N1)NC(C)=O